2-chloro-4-ethyl-6-(4-hydroxy-4-(hydroxymethyl)piperidin-1-yl)pyridine-3,5-dicarbonitrile ClC1=NC(=C(C(=C1C#N)CC)C#N)N1CCC(CC1)(CO)O